triacontane-1,14-diol C(CCCCCCCCCCCCC(CCCCCCCCCCCCCCCC)O)O